styryltri(butoxy)silane C(=CC1=CC=CC=C1)[Si](OCCCC)(OCCCC)OCCCC